C1(=CC=C(C=C1)C1=NC(=NC(=N1)C1=CC=C(C=C1)C1=CC=CC=C1)C1=C(C=C(OC(C(=O)O)C)C=C1)O)C1=CC=CC=C1 2-[4-(4,6-bis-biphenyl-4-yl-[1,3,5]triazin-2-yl)-3-hydroxy-phenoxy]propionic acid